BrC1=C2C(=CN=C1NC1CN(CC1)CCO[Si](C)(C)C(C)(C)C)OC(=C2)C#N 4-bromo-5-[(1-{2-[(tert-butyldimethylsilyl)oxy]ethyl}pyrrolidin-3-yl)amino]furo[2,3-c]pyridine-2-carbonitrile